tert-butyl ((5-chloropyrazin-2-yl)methyl)carbamate ClC=1N=CC(=NC1)CNC(OC(C)(C)C)=O